C(C)(C)(C)OC(N(C)C=1C(=NN(C(C1)=O)C1=C(C=CC=C1)F)C(N[C@H](C)C1=CC(=CC(=C1)C(F)(F)F)N)=O)=O N-[3-[[(1R)-1-[3-amino-5-(trifluoromethyl)phenyl]ethyl]carbamoyl]-1-(2-fluorophenyl)-6-oxopyridazin-4-yl]-N-methyl-carbamic acid tert-butyl ester